[O-2].[Zn+2].[Pb+2].[O-2] lead-zinc-oxide